6-[(2R)-4-(4-chloro-2-ethoxybenzoyl)-2-ethylpiperazin-1-yl]-3-(2-ethoxypyridin-3-yl)-2-fluoro-N-[2-(1H-imidazol-2-yl)ethyl]benzamide ClC1=CC(=C(C(=O)N2C[C@H](N(CC2)C2=CC=C(C(=C2C(=O)NCCC=2NC=CN2)F)C=2C(=NC=CC2)OCC)CC)C=C1)OCC